N-(5-pyrimidinylmethyl)-2-pyridinamine N1=CN=CC(=C1)CNC1=NC=CC=C1